N-methylPerfluorooctanesulfonamide CNS(=O)(=O)C(C(C(C(C(C(C(C(F)(F)F)(F)F)(F)F)(F)F)(F)F)(F)F)(F)F)(F)F